FC(C(=O)O)(F)F.CC1=CN(C2=NC=CC(=C21)C#CCON2CCCCC2)C2C(NC(CC2)=O)=O 3-(3-methyl-4-(3-(piperidin-1-yloxy)prop-1-yn-1-yl)-1H-pyrrolo[2,3-b]pyridin-1-yl)piperidine-2,6-dione trifluoroacetate salt